5-((1-cyclopropyl-3,3-difluoropiperidin-4-yl)oxy)picolinimidamide C1(CC1)N1CC(C(CC1)OC=1C=CC(=NC1)C(N)=N)(F)F